2-methyl-6-(2,3,5,6-tetrafluoro-[1,1'-Biphenyl]-4-yl)-1H-Benzo[d]Imidazole CC1=NC2=C(N1)C=C(C=C2)C2=C(C(=C(C(=C2F)F)C2=CC=CC=C2)F)F